C(C)(=O)OC=1C(=NC=CC1OC)C(=O)N[C@H](C(=O)ON(C)C(C)(C1=CC=C(C=C1)F)C1=CC=C(C=C1)F)C [1,1-bis(4-fluorophenyl)ethylmethyl-amino] (2S)-2-[(3-acetoxy-4-methoxy-pyridine-2-carbonyl) amino]propanoate